FC1=C(C=CC(=C1)C=1C=NNC1)N1CCN(CC1)C(=O)N1CC2C(C1)CCC2 (4-(2-fluoro-4-(1H-pyrazol-4-yl)phenyl)piperazin-1-yl)(hexahydrocyclopenta[c]pyrrol-2(1H)-yl)methanone